α,α'-di-n-butoxy-o-xylene C(CCC)OCC=1C(=CC=CC1)COCCCC